3-Ethyl-7-((4-(2-methyl-[1,2,4]triazolo[1,5-a]pyridin-6-yl)piperazin-1-yl)methyl)-1,5-naphthyridin-2(1H)-one C(C)C=1C(NC2=CC(=CN=C2C1)CN1CCN(CC1)C=1C=CC=2N(C1)N=C(N2)C)=O